C(C)(C)C=1C=C(C=CC1)C1=NN(C(=N1)[C@H](C)N1C(OC2=C(C1=O)N=CC=C2OC)=O)C (S)-3-(1-(3-(3-isopropylphenyl)-1-methyl-1,2,4-triazol-5-yl)ethyl)-8-methoxy-2H-pyrido[2,3-e][1,3]oxazine-2,4(3H)-dione